C(C)OC(C(CN1N=CC(=C1)C1=CC=2N(C=C1)C=CN2)C)=O 3-(4-imidazo[1,2-a]pyridin-7-ylpyrazol-1-yl)-2-methyl-propionic acid ethyl ester